(R)-1-(1-(4-fluorophenyl)ethyl)-2-methyl-8-(1H-pyrrolo[2,3-b]pyridin-5-yl)-1H-imidazo[4,5-c]quinoline FC1=CC=C(C=C1)[C@@H](C)N1C(=NC=2C=NC=3C=CC(=CC3C21)C=2C=C1C(=NC2)NC=C1)C